FC1=CC=C(C(=N1)C)[C@@H](C=1N=NN(C1)C1(COC1)C)NC=1C=C2C(=C(C=NC2=C(C1)C#N)C#N)NCC(C)(C)C (S)-6-(((6-fluoro-2-methylpyridin-3-yl)(1-(3-methyloxetan-3-yl)-1H-1,2,3-triazol-4-yl)methyl)amino)-4-(neopentylamino)quinoline-3,8-dicarbonitrile